FC(C(C)NC(O[C@H]1C[C@H](CC1)C1=CC(=NN1)NC(CC=1C=NC(=CC1)C)=O)=O)(C)F (1R,3S)-3-(3-{[(6-methyl-pyridin-3-yl)acetyl]-amino}-1H-pyrazol-5-yl)-cyclopentyl [(2ξ)-3,3-difluorobutan-2-yl]carbamate